O=C1NC(CCC1N1C(C2=CC=CC(=C2C1=O)OCCC(CCOC=1C=C(C=CC1)CC(=O)N)(C)C)=O)=O 2-(3-((5-((2-(2,6-dioxopiperidin-3-yl)-1,3-dioxoisoindol-4-yl)oxy)-3,3-dimethylpentyl)oxy)phenyl)acetamide